CN(C(/C=C/CC[C@@H](C(=O)NC=1C(N(C=CC1)CC1=NC=2C(=NC=C(C2CC(C)C)F)N1)=O)NC(OC)=O)=O)C methyl (S,E)-(7-(dimethylamino)-1-((1-((6-fluoro-7-isobutyl-3H-imidazo[4,5-b]pyridin-2-yl)methyl)-2-oxo-1,2-dihydropyridin-3-yl)amino)-1,7-dioxohept-5-en-2-yl)carbamate